4-Phenoxy-Phthalimid O(C1=CC=CC=C1)C=1C=C2C(C(=O)NC2=O)=CC1